C(C)N(CC)CCN(CCOC(OC(CCCCCCCCC(=O)OCC(CCCCCC)CCCC)CCCCCC)=O)CCC(=O)OCCCCCCC 2-Butyloctyl 3-ethyl-6-(3-(heptyloxy)-3-oxopropyl)-12-hexyl-10-oxo-9,11-dioxa-3,6-diazahenicosan-21-oate